5-hydroxydecane OC(CCCC)CCCCC